N-Propionyl-aziridine C(CC)(=O)N1CC1